5-((6-(2-cyanoethyl)-7-(2,3-dichlorophenyl)-8-fluoro-3-iodo-2-(methylthio)quinolin-4-yl)amino)-2-azabicyclo[2.1.1]hexane-2-carboxylate C(#N)CCC=1C=C2C(=C(C(=NC2=C(C1C1=C(C(=CC=C1)Cl)Cl)F)SC)I)NC1C2CN(C1C2)C(=O)[O-]